3,3'-dichloro-2,2'-bithiophene ClC1=C(SC=C1)C=1SC=CC1Cl